but-3-ynyl N-[6-[[(Z)-[(1-methyltetrazol-5-yl)-phenyl-methylene]amino]oxy-methyl]-2-pyridyl]carbamate CN1N=NN=C1\C(\C1=CC=CC=C1)=N/OCC1=CC=CC(=N1)NC(OCCC#C)=O